FC(OC1=C(C=C(C=C1)SCC)C1=NN(C=C1NC(=O)C=1C=NN2C1N=CC=C2)CC(=O)N2CCC(CC2)N2CCOCC2)F N-[3-[2-(difluoromethoxy)-5-ethylsulfanyl-phenyl]-1-[2-(4-morpholino-1-piperidyl)-2-oxo-ethyl]pyrazol-4-yl]pyrazolo[1,5-a]pyrimidine-3-carboxamide